C(C1=CC=CC=C1)OC(=O)N[C@H](C(=O)OCC1=CC=CC=C1)CCS(=O)(=O)Cl benzyl (s)-2-(((benzyloxy)carbonyl)amino)-4-(chlorosulfonyl)butanoate